[[(2Z)-2-(2-amino-1,3-thiazole-4-yl)-2-methoxyiminoacetyl]amino]-3-methyl-8-oxo-5-thia-1-azabicyclo[4.2.0]oct-2-ene-2-Carboxylic acid NC=1SC=C(N1)/C(/C(=O)NC1C(=C(N2C(CC2S1)=O)C(=O)O)C)=N/OC